C(C)(C)(C)OC(=O)N1CCN(CC1)C(C)C=1N2C=C(C=C2C=C(C1C)C(=O)O)C1=CC=NN1C 5-(1-(4-(tert-butoxycarbonyl)piperazin-1-yl)ethyl)-6-methyl-2-(1-methyl-1H-pyrazol-5-yl)indolizine-7-carboxylic acid